P1(=O)(ON2CCN(O1)OP(=O)(O2)[O-])[O-] ethylenediamine bis-phosphate